OC1=CC(=CC=2C(C3=CC=CC(=C3C(C12)=O)O)=O)C(=O)NCCCC1=CC=NC=C1 4,5-dihydroxy-9,10-dioxo-N-(3-(pyridin-4-yl)propyl)-9,10-dihydro-anthracene-2-carboxamide